(4-(tert-Butoxycarbonyl)piperazin-1-yl)-5-ethyl-nicotinic acid C(C)(C)(C)OC(=O)N1CCN(CC1)C1=C(C(=O)O)C=C(C=N1)CC